4-(difluoromethoxy)-2-(o-tolylamino)benzonitrile FC(OC1=CC(=C(C#N)C=C1)NC1=C(C=CC=C1)C)F